C(#N)C1=CC(=C(C=C1)NS(=O)(=O)C1=CNC=2CC(CCC12)C(C)(C)F)F N-(4-cyano-2-fluorophenyl)-6-(2-fluoropropan-2-yl)-4,5,6,7-tetrahydro-1H-indole-3-sulfonamide